tert-Butyl N-[(3-methyl-[1,2,4]triazolo[4,3-a]pyridin-7-yl)methyl]carbamate CC1=NN=C2N1C=CC(=C2)CNC(OC(C)(C)C)=O